C(C)(C)(C)C=1C(=C(C=C(C1)C)N1N=C2C(=N1)C=CC(=C2)Cl)O 2-(3'-tertiary butyl-2'-hydroxy-5'-methylphenyl)-5-chlorobenzotriazole